N-(2,2-difluoroethyl)-6-methyl-5-(4-(3-(5-methyl-6-oxo-1,6-dihydropyrimidin-2-yl)cyclopent-2-en-1-yl)piperazin-1-yl)picolinamide FC(CNC(C1=NC(=C(C=C1)N1CCN(CC1)C1C=C(CC1)C=1NC(C(=CN1)C)=O)C)=O)F